C1(CC1)N1C(C(=CC=C1)NC(=O)C1=CC2=C(N=C(S2)N2CCNCC2)C=C1OC(C)C)=O N-(1-cyclopropyl-2-oxo-1,2-dihydropyridin-3-yl)-5-isopropoxy-2-(piperazin-1-yl)benzo[d]thiazole-6-carboxamide